2-fluoro-8-methyl-8-(1-(trifluoromethyl)-1H-pyrazol-4-yl)-7,8-dihydro-6H-cyclopenta[e]pyrazolo[1,5-a]pyrimidine-6-carboxylic acid FC1=NN2C(N=CC3=C2C(CC3C(=O)O)(C=3C=NN(C3)C(F)(F)F)C)=C1